tert-butyl 2-(4-chlorobenzyl)-4-oxo-3,5,7,8-tetrahydropyrido[4,3-d]pyrimidine-6(4H)-carboxylate ClC1=CC=C(CC=2NC(C3=C(N2)CCN(C3)C(=O)OC(C)(C)C)=O)C=C1